C[C@@]1(CC(NC1)=O)NC1=NC=C(C=2C1=NC=CN2)C2=CC=C(C=C2)C(F)(F)F (S)-4-methyl-4-((8-(4-(trifluoromethyl)phenyl)pyrido[3,4-b]pyrazin-5-yl)amino)pyrrolidin-2-one